S1C(=CC2=C1C=CS2)C2=C(SC=C2)C2=CC1=C(C=CS1)S2 di(thienothien-2-yl)thiophene